methyl 2-((2-(3-((tert-butoxycarbonyl) amino) propyl)-4-fluoro-phenyl) amino)-5-(trifluoromethyl)-benzoate C(C)(C)(C)OC(=O)NCCCC1=C(C=CC(=C1)F)NC1=C(C(=O)OC)C=C(C=C1)C(F)(F)F